4-(3-((cyanomethyl)carbamoyl)-2-methylphenyl)-2,3-dimethyl-1H-indole-7-carboxamide C(#N)CNC(=O)C=1C(=C(C=CC1)C1=C2C(=C(NC2=C(C=C1)C(=O)N)C)C)C